3-oxa-9-azabicyclo[3.3.1]Nonane hydrochloride Cl.C12COCC(CCC1)N2